COC1=NC=C(C(=O)O)C(=C1)N1CCOCC1 6-methoxy-4-morpholinonicotinic acid